CSC=1C=C2CCC=CC2=CC1 6-(methylthio)-3,4-dihydronaphthalene